FC=1C=C(C=CC1)N1[C@H]2[C@@H](CCC1)NCC2CCOCCOCCOC (3aR,7aR)-4-(3-fluorophenyl)-3-{2-[2-(2-methoxyethoxy)ethoxy]ethyl}-octahydropyrrolo[3,2-b]pyridine